4,5-dicyano-2-(pentafluoroethyl)imidazole sodium [Na].C(#N)C=1N=C(NC1C#N)C(C(F)(F)F)(F)F